N-(2-(2,6-dioxopiperidin-3-yl)-7-fluoro-1-oxoisoindolin-4-yl)acetamide O=C1NC(CCC1N1C(C2=C(C=CC(=C2C1)NC(C)=O)F)=O)=O